1-(benzo[d][1,2,3]thiadiazol-7-yl)-N-(5-cyano-6-(2H-1,2,3-triazol-2-yl)pyridin-3-yl)-5-(trifluoromethyl)-1H-pyrazole-4-carboxamide S1N=NC2=C1C(=CC=C2)N2N=CC(=C2C(F)(F)F)C(=O)NC=2C=NC(=C(C2)C#N)N2N=CC=N2